BrC1=CC(=C(C=C1)OCC(=C)C)OCC1=CC=C(C=C1)OC 4-bromo-2-((4-methoxybenzyl)oxy)-1-((2-methylallyl)oxy)benzene